CNC=1C(=C(C=CC1)CO)[N+](=O)[O-] (3-(Methylamino)-2-nitrophenyl)methanol